NC=1C=2N(C3=CC(=C(C=C3N1)F)C(=O)N(C)[C@@H]1COC3=C1C=CC(=C3)C=3COCC3)C=NC2 (S)-4-amino-N-(6-(2,5-dihydrofuran-3-yl)-2,3-dihydrobenzofuran-3-yl)-7-fluoro-N-methylimidazo[1,5-a]quinoxaline-8-carboxamide